4-bromo-2,6,8-trimethyldibenzo[b,d]iodol-5-ium trifluoromethanesulfonate FC(S(=O)(=O)[O-])(F)F.BrC1=CC(=CC2=C1[I+]C1=C2C=C(C=C1C)C)C